((2S,4S)-4-(8-chloro-7-(5,6-dimethyl-1H-indazol-4-yl)-4-(3-(dimethylamino)-3-methylazetidin-1-yl)-6-fluoro-1H-pyrazolo[4,3-c]quinolin-1-yl)-1-(2-fluoropropyl)piperidin-2-yl)acetonitrile ClC1=CC=2C3=C(C(=NC2C(=C1C1=C2C=NNC2=CC(=C1C)C)F)N1CC(C1)(C)N(C)C)C=NN3[C@@H]3C[C@H](N(CC3)CC(C)F)CC#N